5-{2-amino-[1,2,4]triazolo-[1,5-a]pyridin-7-yl}-N-[(3S)-3-(4-chlorophenyl)-3-hydroxypropyl]-2-methoxy-6-methylpyridine-3-carboxamide NC1=NN2C(C=C(C=C2)C=2C=C(C(=NC2C)OC)C(=O)NCC[C@H](O)C2=CC=C(C=C2)Cl)=N1